(3S,3aS,6aR)-N'-[(2R)-2-chloro-2-fluoro-acetyl]-2-[2-(3-fluorophenoxy)acetyl]-N'-[[(3S)-2-oxopyrrolidin-3-yl]methyl]-3,3a,4,5,6,6a-hexahydro-1H-cyclopenta[c]pyrrole-3-carbohydrazide Cl[C@H](C(=O)N(NC(=O)[C@@H]1[C@@H]2[C@H](CN1C(COC1=CC(=CC=C1)F)=O)CCC2)C[C@H]2C(NCC2)=O)F